COC1=CC=C2C(=CC(OC2=C1C(=O)N1CCCC2=CC=CC=C12)=O)C 7-methoxy-4-methyl-8-(1,2,3,4-tetrahydroquinolin-1-carbonyl)-2H-chromen-2-one